1-(3-chlorophenyl)-3-(2-fluoro-3-(quinoxaline-6-carbonyl)phenyl)urea ClC=1C=C(C=CC1)NC(=O)NC1=C(C(=CC=C1)C(=O)C=1C=C2N=CC=NC2=CC1)F